2-chloro-6-fluoro-N-(3-methylbut-2-en-1-yl)aniline ClC1=C(NCC=C(C)C)C(=CC=C1)F